CN1CCC(CC1)=C1C2=CC=CC=C2SC=2C=CC=CC12 1-methyl-4-thioxanthen-9-ylidenepiperidine